2-(1H-pyrrol-2-yl)propane-2-thiol N1C(=CC=C1)C(C)(C)S